8-(4-((1R,5S)-3,8-diazabicyclo[3.2.1]octan-3-yl)-8-fluoro-2-(((2R,7aS)-2-fluorotetrahydro-1H-pyrrolizin-7a(5H)-yl)methoxy)pyrido[4,3-d]pyrimidin-7-yl)-1-ethylimidazo[1,5-a]pyridin-6-ol [C@H]12CN(C[C@H](CC1)N2)C=2C1=C(N=C(N2)OC[C@]23CCCN3C[C@@H](C2)F)C(=C(N=C1)C=1C=2N(C=C(C1)O)C=NC2CC)F